CP(=O)(C)C1=CC=C(C=C1)NC(CCC1=CC=CC=C1)=O N-(4-(dimethylphosphoryl)phenyl)-3-phenylpropionamide